9-(Difluoro-methyl)-7-fluoro-1,4,4-trimethyl-8-(3-methyl-1H-indazol-7-yl)-5H-[1,2,4]triazolo[4,3-a]quinoxaline FC(C=1C(=C(C=C2NC(C=3N(C12)C(=NN3)C)(C)C)F)C=3C=CC=C1C(=NNC31)C)F